FC(S(=O)(=O)C=1C=CN(C1)COCC[Si](C)(C)C)(F)F 4-trifluoromethanesulfonyl-1-((2-(trimethylsilyl)ethoxy)methyl)-1H-pyrrole